C(C)N(C(O[C@H]1C[C@H](CC1)C1=CC(=NN1)NC(CC1=CN=C(S1)C)=O)=O)C (1R,3S)-3-(3-{[(2-methyl-1,3-thiazol-5-yl)acetyl]amino}-1H-pyrazol-5-yl)cyclopentyl ethyl(methyl)carbamate